3-((tert-butyldimethylsilyl)oxy)-2,2-difluoropropoxy-2-chloro-3-nitropyridine [Si](C)(C)(C(C)(C)C)OCC(COC1=C(C(=NC=C1)Cl)[N+](=O)[O-])(F)F